C(C1=CC=CC=C1)OC1=C(C=CC(=C1)C(F)(F)F)C1=NN=C(C=2N1C=CN2)N[C@H]2CN(CCC2)CCF (R)-5-(2-(benzyloxy)-4-(trifluoromethyl)phenyl)-N-(1-(2-fluoroethyl)piperidin-3-yl)imidazo[1,2-d][1,2,4]triazin-8-amine